ClC1=C(OCC(=O)OCCNCCOC(COC2=C(C=C(C=C2)Cl)Cl)=O)C=CC(=C1)Cl azanediylbis(ethane-2,1-diyl) bis(2-(2,4-dichlorophenoxy)acetate)